C[SiH](O[SiH2]O[SiH3])CCCCCC Methyl-hexyl-trisiloxane